CC1=NC(=NC=2N1N=CC2)SC 4-methyl-2-(methylthio)pyrazolo[1,5-a][1,3,5]triazine